trans-4-(2-(4-(methylthio)phenyl)-6-(benzenesulfonyl)imidazo[4,5-d]pyrrolo[2,3-b]pyridine-1(6H)-yl)cyclohexanecarbonitrile CSC1=CC=C(C=C1)C1=NC=2C(=C3C(=NC2)N(C=C3)S(=O)(=O)C3=CC=CC=C3)N1[C@@H]1CC[C@H](CC1)C#N